2-methyl-2-(((tetrahydro-2H-pyran-2-yl)oxy)methyl)pyrrolidine-1-carboxylate CC1(N(CCC1)C(=O)[O-])COC1OCCCC1